tert-butyl-4-(methylsulfonyl)phenylboronic acid C(C)(C)(C)C1=C(C=CC(=C1)S(=O)(=O)C)B(O)O